S1C=NC=C1C=1C=C(C2=CC=CC=C2C1)C(=O)O 3-(1,3-thiazol-5-yl)naphthalene-1-carboxylic acid